(1s,4s)-4-(2-Ethoxy-2-oxoethyl)cyclohexan-1-aminium chloride [Cl-].C(C)OC(CC1CCC(CC1)[NH3+])=O